CC(=C)C(CCC)C 2,3-dimethyl-hexene